1,2,4,5-tetrakis(3-carboxyphenyl)benzene C(=O)(O)C=1C=C(C=CC1)C1=C(C=C(C(=C1)C1=CC(=CC=C1)C(=O)O)C1=CC(=CC=C1)C(=O)O)C1=CC(=CC=C1)C(=O)O